NC(CC(=O)O)C(NC(CC1=CC=CC=C1)C)=O 3-amino-4-oxo-4-(1-phenylpropan-2-ylamino)butyric acid